4-(3-chloro-4-fluorophenylamino)-6,7-bis(2-chloroethoxy)quinazoline ClC=1C=C(C=CC1F)NC1=NC=NC2=CC(=C(C=C12)OCCCl)OCCCl